N-(5-((6-((R)-3-(4-chloro-2-fluorophenyl)isoxazolidine-2-yl)pyrimidine-4-yl)amino)-4-methoxy-2-(4-morpholinopiperidine-1-yl)phenyl)acrylamide ClC1=CC(=C(C=C1)[C@@H]1N(OCC1)C1=CC(=NC=N1)NC=1C(=CC(=C(C1)NC(C=C)=O)N1CCC(CC1)N1CCOCC1)OC)F